FC(OC1=C(C=CC(=C1)C(F)(F)F)C=1C=2N(C(=NN1)N[C@H]1CN(CCC1)CC)C=CC2)F 1-[2-(difluoromethoxy)-4-(trifluoromethyl)phenyl]-N-[(3R)-1-ethylpiperidin-3-yl]pyrrolo[1,2-d][1,2,4]triazin-4-amine